ClC1=CC=C(C=C1)CN1C(=NC=2N(C(C(N(C(C21)=O)CCCO[C@H]2OCCCC2)C)=O)C)OC2=CC(=CC=C2)F 1-[(4-chlorophenyl)methyl]-2-(3-fluorophenoxy)-4,6-dimethyl-7-[3-[(2R)-oxan-2-yloxy]propyl]-1H,4H,5H,6H,7H,8H-imidazo[4,5-e][1,4]diazepine-5,8-dione